CN(C)CC1=NC2=C(C=CC=C2C=C1)NS(=O)(=O)C1CCN(CC1)C(=O)OC(C)(C)C tert-Butyl 4-(N-(2-((dimethylamino)methyl)quinolin-8-yl)sulfamoyl)piperidine-1-carboxylate